3-((4-(5-chloro-3-methyl-2-(((R)-piperidin-3-yl)methoxy)phenyl)pyrrolo[2,1-f][1,2,4]triazin-6-yl)methyl)-6,6-dimethyl-3-azabicyclo[3.1.0]hexane-2,4-dione ClC=1C=C(C(=C(C1)C1=NC=NN2C1=CC(=C2)CN2C(C1C(C1C2=O)(C)C)=O)OC[C@H]2CNCCC2)C